Copper (II) phosphate hydroxide [OH-].P(=O)([O-])([O-])[O-].[Cu+2].[Cu+2]